(5-fluoro-2-nitrophenyl)(2,4,6-trimethoxyphenyl)iodonium hexafluoroantimonate F[Sb-](F)(F)(F)(F)F.FC=1C=CC(=C(C1)[I+]C1=C(C=C(C=C1OC)OC)OC)[N+](=O)[O-]